monotetradecyl-phenothiazine C(CCCCCCCCCCCCC)C1=CC=CC=2SC3=CC=CC=C3NC12